S1C(=NN=C1)C=1C(=NC=CC1)N1CCN(CC1)C1N(CC12CCCC2)C(=O)[O-] 4-[3-(1,3,4-thiadiazol-2-yl)pyridin-2-yl]piperazin-1-yl-2-azaspiro[3.4]octane-2-carboxylate